OCC(C)S(=O)(=O)[O-].[Sn+4].OCC(C)S(=O)(=O)[O-].OCC(C)S(=O)(=O)[O-].OCC(C)S(=O)(=O)[O-] tin 1-hydroxypropane-2-sulfonate